4-(1-{cyclohexyl-[3-(2-oxo-pyrrolidin-1-yl)-propylcarbamoyl]-methyl}-1H-benzimidazol-2-yl)-benzoic acid methyl ester hydrogen chloride Cl.COC(C1=CC=C(C=C1)C1=NC2=C(N1C(C(NCCCN1C(CCC1)=O)=O)C1CCCCC1)C=CC=C2)=O